NC1=NC=CC=C1C1=NC=2C(=NC(=CC2)N2N=CC=C2)N1C=1C=C2CC[C@@H](C2=CC1)NC(C1=CC(=C(C(=C1)OC)F)F)=O (S)-N-(5-(2-(2-aminopyridin-3-yl)-5-(1H-pyrazol-1-yl)-3H-imidazo[4,5-b]pyridin-3-yl)-2,3-dihydro-1H-inden-1-yl)-3,4-difluoro-5-methoxybenzamide